5-(4-(3-ethyl-2,4-dioxo-2,3,4,7-tetrahydro-1H-pyrrolo[2,3-d]pyrimidine-6-carbonyl)piperazin-1-yl)-N-methylpicolinamide C(C)N1C(NC2=C(C1=O)C=C(N2)C(=O)N2CCN(CC2)C=2C=CC(=NC2)C(=O)NC)=O